(2S)-5-benzyloxyamino-piperidine-2-carboxylic acid, benzyl ester C(C1=CC=CC=C1)ONC1CC[C@H](NC1)C(=O)OCC1=CC=CC=C1